(S)-2-(4-(cyclopropylmethyl)-2-methylpiperazin-1-yl)-5-(7,8-dimethyl-[1,2,4]triazolo[1,5-a]pyridin-6-yl)-6-isopropyl-4H-pyrrolo[3,2-d]thiazole C1(CC1)CN1C[C@@H](N(CC1)C=1SC2=C(N1)C(=C(N2)C=2C(=C(C=1N(C2)N=CN1)C)C)C(C)C)C